2'-fluoro-cytidine-5'-triphosphate P(O)(=O)(OP(=O)(O)OP(=O)(O)O)OC[C@@H]1[C@H]([C@]([C@@H](O1)N1C(=O)N=C(N)C=C1)(O)F)O